1-(Cyclopropylimino)-4-(4-(((3R,4S)-4-hydroxypyrrolidin-3-yl)amino)-6-methylquinazolin-2-yl)-2,3,4,5-tetrahydro-benzo[f][1,4]thiazepine C1(CC1)N=S1CCN(CC2=C1C=CC=C2)C2=NC1=CC=C(C=C1C(=N2)N[C@@H]2CNC[C@@H]2O)C